C(CCCCCCC\C=C/CCCCCCCC)(=O)N(CCNCCN)C(CCCCCCCCCCCCC)=O oleoylmyristoyldiethylenetriamine